5-methylcyclohexyltriethoxysilane CC1CCCC(C1)[Si](OCC)(OCC)OCC